6-iodo-N-(3-methyl-4-(quinoxalin-6-yloxy)phenyl)quinazolin-4-amine IC=1C=C2C(=NC=NC2=CC1)NC1=CC(=C(C=C1)OC=1C=C2N=CC=NC2=CC1)C